ClC=1C(=NC(=C(C(=O)NC=2C(=NC(=CC2)OC)C)C1)NC1=C(C=C(C=C1)F)CC)C#N 5-chloro-6-cyano-2-((2-ethyl-4-fluorophenyl)amino)-N-(6-methoxy-2-methylpyridin-3-yl)nicotinamide